methyl (S)-3-(8-(3-(benzyloxy)prop-1-yn-1-yl)dibenzo[b,d]thiophen-2-yl)-3-(((R)-tert-butylsulfinyl)amino)butanoate C(C1=CC=CC=C1)OCC#CC=1C=CC2=C(C3=C(S2)C=CC(=C3)[C@@](CC(=O)OC)(C)N[S@](=O)C(C)(C)C)C1